ClC1=CC(=C(C=C1)C1(OC2=C(O1)C=CC=C2C2CCN(CC2)CC=2N(C(=CN2)/C=C/C(=O)O)CC2(CCC2)OC)C)F (E)-3-(2-((4-(2-(4-chloro-2-fluorophenyl)-2-methylbenzo[d][1,3]dioxol-4-yl)piperidin-1-yl)methyl)-1-((1-methoxycyclobutyl)methyl)-1H-imidazol-5-yl)acrylic acid